FC(C1CN(C1)C(=O)O)(F)F 3-(trifluoromethyl)azetidine-1-carboxylic acid